C(C)(C)(C)C(CCOCCOCCOCCOCCNC(CCOCCOCCOCCOCCNC(CCOCCOCCOCCOCCNC(C(C(C(NCCOCCOCCOCCOCCC(NCCOCCOCCOCCOCCC(NCCOCCOCCOCCOCCC)=O)=O)=O)N)N)=O)=O)=O)C(C)(C)C di-tert-butyl-50,51-diamino-17,33,49,52,68,84-hexaoxo-4,7,10,13,20,23,26,29,36,39,42,45,56,59,62,65,72,75,78,81,88,91,94,97-tetracosaoxa-16,32,48,53,69,85-hexaazahectane